CC(C[C@@H](C(N[C@@H](CC1C(NCC1)=O)C(COC(F)(F)F)=O)=O)NC(=O)C=1N=C(SC1)C(F)(F)F)C N-((2S)-4-methyl-1-oxo-1-(((2S)-3-oxo-1-(2-oxopyrrolidin-3-yl)-4-(trifluoromethoxy)butan-2-yl)amino)pentan-2-yl)-2-(trifluoromethyl)thiazole-4-carboxamide